(5-(4-benzylpiperazin-1-yl)pentyl)-9H-carbazole C(C1=CC=CC=C1)N1CCN(CC1)CCCCCC1=CC=CC=2C3=CC=CC=C3NC12